4-(2-(methylsulfonyl)-5-nitrophenyl)-N-(4-(trifluoromethyl)phenyl)pyrimidin-2-amine CS(=O)(=O)C1=C(C=C(C=C1)[N+](=O)[O-])C1=NC(=NC=C1)NC1=CC=C(C=C1)C(F)(F)F